The molecule is a monovalent inorganic anion that consists of dimolybdic acid where one of the two OH groups has been deprotonated. It is a molybdenum oxoanion and a monovalent inorganic anion. It is a conjugate base of a dimolybdic acid. It is a conjugate acid of a dimolybdate(2-). O[Mo](=O)(=O)O[Mo](=O)(=O)[O-]